ClC1=C(C=CC(=C1)F)NC1=NC=C(C(=N1)N1N=CC(=C1)NC(=O)NC(CO)C1=CC(=CC=C1)Cl)C 1-(1-(2-((2-chloro-4-fluorophenyl)-amino)-5-methyl-pyrimidin-4-yl)-1H-pyrazol-4-yl)-3-(1-(3-chlorophenyl)-2-hydroxy-ethyl)urea